C(C=C(C(=O)[O-])CC(=O)[O-])(=O)[O-].[Li+].[Li+].[Li+] lithium aconitate